4-[4-(2-aminoethyl)phenyl]-3-[(2-methyl-6-morpholin-4-ylpyrimidin-4-yl)amino]benzonitrile NCCC1=CC=C(C=C1)C1=C(C=C(C#N)C=C1)NC1=NC(=NC(=C1)N1CCOCC1)C